N-(4-((benzyloxy)methyl)phenyl)-3-(4,4,5,5-tetramethyl-1,3,2-dioxaborolan-2-yl)benzamide C(C1=CC=CC=C1)OCC1=CC=C(C=C1)NC(C1=CC(=CC=C1)B1OC(C(O1)(C)C)(C)C)=O